NC1=C(C(=NC=2N1N=C(C2CCC)C)NCCC=2C(N(C=CC2)CCCOC)=O)C#N 7-amino-5-((2-(1-(3-methoxypropyl)-2-oxo-1,2-dihydropyridin-3-yl)ethyl)amino)-2-methyl-3-propylpyrazolo[1,5-a]pyrimidine-6-carbonitrile